ClC=1C(=C(C=CC1Cl)O)C1CC2=NN=C(N2C1)N1CCOCC1 3,4-dichloro-2-(3-morpholino-6,7-dihydro-5H-pyrrolo[2,1-c][1,2,4]triazol-6-yl)phenol